COC(CCC(C)([N+](=O)[O-])C)=O 4-methyl-4-nitro-pentanoic acid methyl ester